C(C)(C)(C)C1=NC(=NO1)C(=O)Cl 5-tert-butyl-1,2,4-oxadiazol-3-carbonyl chloride